(2S,5R)-5-(2-chlorophenyl)-1-(4-phenylbutyryl)pyrrolidine-2-carboxylic acid ClC1=C(C=CC=C1)[C@H]1CC[C@H](N1C(CCCC1=CC=CC=C1)=O)C(=O)O